potassium triazole salt N1N=NC=C1.[K]